6-((1R,3r,5S,6r)-6-(1-(tert-butyl)-3-(3-(trifluoromethyl)phenyl)-1H-1,2,4-triazol-5-yl)bicyclo[3.1.0]hexan-3-yl)-2-thia-6-azaspiro[3.4]octane 2,2-dioxide C(C)(C)(C)N1N=C(N=C1C1[C@H]2CC(C[C@@H]12)N1CC2(CS(C2)(=O)=O)CC1)C1=CC(=CC=C1)C(F)(F)F